C1CC12CCN(CC2)C2=NC(=CC=C2C(=O)NC2=NC(=CC=C2)N2C[C@H](CCC2)O)NC(CO)(C)C 2-(6-azaspiro[2.5]octan-6-yl)-6-((1-hydroxy-2-methyl-2-propanyl)amino)-N-(6-((3S)-3-hydroxy-1-piperidinyl)-2-pyridinyl)-3-pyridinecarboxamide